C1(CCCCC1)P(Cl)N(CC)CC cyclohexyl-(diethylamino)chlorophosphine